2-((5-fluoro-4-(4-fluoro-1-isopropyl-2-methyl-1H-benzo[d]imidazol-6-yl)pyrimidin-2-yl)amino)-N-hydroxyisonicotinamide hydrochloride salt Cl.FC=1C(=NC(=NC1)NC=1C=C(C(=O)NO)C=CN1)C=1C=C(C2=C(N(C(=N2)C)C(C)C)C1)F